iodoundecenal IC(C=O)=CCCCCCCCC